Cl[Si](CCCCl)(Cl)Cl Trichloro(3-chloropropyl)silane